4-chloro-2-iodo-N-methylbenzamide ClC1=CC(=C(C(=O)NC)C=C1)I